N-(1-cyclopropyl-1H-pyrazol-3-yl)-3-(5-(4,4-difluoropiperidine-1-carbonyl)-1H-pyrrolo[2,3-b]pyridin-1-yl)benzamide C1(CC1)N1N=C(C=C1)NC(C1=CC(=CC=C1)N1C=CC=2C1=NC=C(C2)C(=O)N2CCC(CC2)(F)F)=O